6-(3-Oxa-9-azabicyclo[3.3.1]nonan-9-yl)quinoline-4-carboxylic acid C12COCC(CCC1)N2C=2C=C1C(=CC=NC1=CC2)C(=O)O